(3E,5Z,9Z)-16,16-dioctyloxy-3,5,9-hexadecatriene C(CCCCCCC)OC(CCCCC\C=C/CC\C=C/C=C/CC)OCCCCCCCC